4-[1-hydroxy-2-(4-methoxyphenylamino)ethyl]-1,3-dihydroimidazole-2-thione OC(CNC1=CC=C(C=C1)OC)C=1NC(NC1)=S